NCC=1C(N(C(N(C1)C1=CC=C(C=C1)C(F)(F)F)=O)C)=O 5-(aminomethyl)-3-methyl-1-[4-(trifluoromethyl)phenyl]Pyrimidine-2,4-dione